7-(8-ethynyl-7-Fluoro-3-hydroxynaphthalen-1-yl)-8-fluoro-2-(((2R,7aS)-2-fluorotetrahydro-1H-pyrrolizin-7a(5H)-yl)methoxy)-5-methoxypyrido[4,3-d]pyrimidine C(#C)C=1C(=CC=C2C=C(C=C(C12)C1=C(C=2N=C(N=CC2C(=N1)OC)OC[C@]12CCCN2C[C@@H](C1)F)F)O)F